COC1=C(C=CC=C1)C1=C(N=NN1)C1=C2C(=NO1)C=CC=C2 3-(5-(2-methoxyphenyl)-1H-1,2,3-triazol-4-yl)benzo[c]isoxazole